C(NC(C1=CN=CC=C1NC1=NC=CC=2C=3C(CN(C12)C([2H])([2H])[2H])=CN(N3)C)=O)([2H])([2H])[2H] N-(methyl-d3)-4-((2-methyl-5-(methyl-d3)-4,5-dihydro-2H-pyrazolo[4,3-c][1,7]naphthyridin-6-yl)amino)nicotinamide